NCC=1C=C(C=CC1)N1N=C(C=C1C(=O)NC1=CC(=CC=C1)C(C1=NC=CC=C1)OCC1CC1)C(F)(F)F (-)-1-(3-(aminomethyl)phenyl)-N-(3-((cyclopropylmethoxy)(pyridin-2-yl)methyl)-phenyl)-3-(trifluoromethyl)-1H-pyrazole-5-carboxamide